ethyl 5-bromo-2-[(4,5-dimethyl-6-{[(2Z)-3-{[2-(trimethylsilyl)ethoxy]methyl}-2,3-dihydro-1,3-benzothiazol-2-ylidene]amino}pyridazin-3-yl)amino]-1,3-thiazole-4-carboxylate BrC1=C(N=C(S1)NC=1N=NC(=C(C1C)C)\N=C\1/SC2=C(N1COCC[Si](C)(C)C)C=CC=C2)C(=O)OCC